NC1=NC=NN2C1=CC=C2[C@]2([C@@H]([C@@H]([C@H](O2)COP(=O)(OC2=CC=C(C=C2)C(C)(C)C)N[C@@H](C)C(=O)OCCOC)O)O)C#N 2-methoxyethyl ((((2R,3S,4R,5R)-5-(4-aminopyrrolo[2,1-f][1,2,4]triazin-7-yl)-5-cyano-3,4-dihydroxytetrahydrofuran-2-yl)methoxy)(4-(tert-butyl)phenoxy)phosphoryl)-L-alaninate